2-fluoro-1-bromonaphthalene FC1=C(C2=CC=CC=C2C=C1)Br